2-(7-(diethylamino)-4-methyl-2-oxo-2H-chromen-3-yl)ethyl (isoquinolin-1-ylmethyl)carbamate C1(=NC=CC2=CC=CC=C12)CNC(OCCC=1C(OC2=CC(=CC=C2C1C)N(CC)CC)=O)=O